[(6S)-6-({[tert-Butyl(dimethyl)silyl]oxy}methyl)-5-azaspiro[2.4]hept-5-yl](5-methoxy-2-nitro-4-{[tri(propan-2-yl)silyl]oxy}phenyl)methanone [Si](C)(C)(C(C)(C)C)OC[C@H]1N(CC2(CC2)C1)C(=O)C1=C(C=C(C(=C1)OC)O[Si](C(C)C)(C(C)C)C(C)C)[N+](=O)[O-]